ClC=1C(=NC(=NC1)NC1=C(C=C(C(=O)NCC2=NC=CC=C2)C=C1)OC)C=1C=NN(C1)C(C)C 4-((5-chloro-4-(1-isopropyl-1H-pyrazol-4-yl)pyrimidin-2-yl)amino)-3-methoxy-N-(pyridinylmethyl)benzamide